ClC=1C=C(C=CC1)C1=C(C(=CC=C1)C[C@@H]1N(CC([C@@H]1NS(=O)(=O)CC)(F)F)C(=O)C1OCC1)F N-[(2S,3R)-2-[(3'-chloro-2-fluoro[1,1'-biphenyl]-3-yl)methyl]-4,4-difluoro-1-(oxetane-2-carbonyl)pyrrolidin-3-yl]ethanesulfonamide